2-(4'-diethylaminobenzylidene)-3-hydroxy-1-indanone C(C)N(C1=CC=C(C=C2C(C3=CC=CC=C3C2O)=O)C=C1)CC